4-(7-bromo-6-chloro-8-cyclopropoxy-2-(4-(dimethylamino)piperidin-1-yl)quinazolin-4-yl)piperazine-1-carboxylic acid tert-butyl ester C(C)(C)(C)OC(=O)N1CCN(CC1)C1=NC(=NC2=C(C(=C(C=C12)Cl)Br)OC1CC1)N1CCC(CC1)N(C)C